C(=O)(O)CC1=CC=C(C=C1)N=NC=1C=CC(=C(C(=O)O)C1)O 5-(4-carboxymethyl-phenylazo)-2-hydroxy-benzoic acid